BrCC1=NN(C=2N(C([C@@H]([C@H](C21)C2=CC=C(C=C2)F)NC(C2=CC(=CC=C2)C(F)(F)F)=O)=O)CC)C2=CC=CC=C2 |r| N-[rac-(4S,5R)-3-(bromomethyl)-7-ethyl-4-(4-fluorophenyl)-6-oxo-1-phenyl-4,5-dihydropyrazolo[3,4-b]pyridine-5-yl]-3-(trifluoromethyl)benzamide